FC=1C=C(C=C(C1)F)C1=CC(=CC=C1)C[C@@H]1N(CC([C@@H]1NS(=O)(=O)CC)(F)F)C(=O)[C@@H]1OCCC1 N-{(2S,3R)-2-[(3',5'-difluoro[1,1'-biphenyl]-3-yl)methyl]-4,4-difluoro-1-[(2R)-oxolane-2-carbonyl]pyrrolidin-3-yl}ethanesulfonamide